8-Bromo-7-((4-methoxybenzyl)oxy)chroman-4-one BrC=1C(=CC=C2C(CCOC12)=O)OCC1=CC=C(C=C1)OC